[N+](=O)([O-])[O-].C(CCCCCCCCCCC)N1C=[N+](C=C1)C 1-dodecyl-3-methyl-imidazolium nitrate